C1C(CCC2CCCCC12)C1=NC(=NO1)N1CCCC2=CC=CC=C12 5-(decahydronaphthalen-2-yl)-3-(3,4-dihydroquinolin-1(2H)-yl)-1,2,4-oxadiazole